C(C1=CC=CC=C1)N(C(=O)OCC1=CC=CC=C1)C[C@@H]1CC[C@@H]([C@H](O1)O[C@H]1[C@@H]([C@H]([C@@H](C[C@@H]1N=[N+]=[N-])N=[N+]=[N-])OC(C)=O)OC(C)=O)CC(=O)[O-] [(2R,3R,6S)-6-[[benzyl(benzyloxycarbonyl)amino]methyl]-2-[(1R,2S,3S,4R,6S)-2,3-diacetoxy-4,6-diazido-cyclohexoxy]tetrahydropyran-3-yl]acetate